bis-bromosalicylaldehyde BrC=1C(=C(C(C=O)=CC1)O)Br